OCCOC1=NN2C(C=CC=C2)=C1N 2-(2-hydroxyethoxy)-3-aminopyrazolo[1,5-a]pyridine